(2S)-2-[(3R)-1-tert-butoxycarbonylpyrrolidin-3-yl]-3-(3-nitrophenyl)propionic acid C(C)(C)(C)OC(=O)N1C[C@H](CC1)[C@@H](C(=O)O)CC1=CC(=CC=C1)[N+](=O)[O-]